N-(3-(n-pentoxy)propyl)-3-(imidazolyl)propan-1-amine C(CCCC)OCCCNCCCC=1NC=CN1